1,2-di-(5E,9Z-hexacosadienoyl)-sn-glycero-3-phosphocholine CCCCCCCCCCCCCCCC/C=C\CC/C=C/CCCC(=O)OC[C@H](COP(=O)([O-])OCC[N+](C)(C)C)OC(=O)CCC/C=C/CC/C=C\CCCCCCCCCCCCCCCC